(S)-2-hydroxy-6-((4-(2-(2-hydroxyethyl)nicotinyl)morpholin-3-yl)methoxy)benzaldehyde OC1=C(C=O)C(=CC=C1)OC[C@H]1N(CCOC1)CC1=C(N=CC=C1)CCO